S(N)(OC[C@@H]1OC2(O[C@H]1C1=C(C=CC=C1)I)CCCC2)(=O)=O ((2S,3S)-3-(2-iodophenyl)-1,4-dioxaspiro[4.4]nonan-2-yl)methyl sulfamate